(S)-3-(2-(2-(1,8-naphthyridin-2-yl)ethoxy)ethyl)pyrrolidine-1-carboxylic acid tert-butyl ester C(C)(C)(C)OC(=O)N1C[C@@H](CC1)CCOCCC1=NC2=NC=CC=C2C=C1